2-tert-butyl-8-chloro-9-(dimethylamino)-10H-benzo[b]1,8-naphthyridin-5-one C(C)(C)(C)C=1C=CC=2C(C3=C(NC2N1)C(=C(C=C3)Cl)N(C)C)=O